C(#N)C=1C=C(C=CC1C#N)[C@@H](C(=O)NC1=CC(=NO1)C(F)(F)F)[C@@H]1CC(CC1)(F)F (S)-2-(3,4-dicyanophenyl)-2-((S)-3,3-difluorocyclopentyl)-N-(3-(trifluoromethyl)isoxazol-5-yl)acetamide